NC(C)C=1C=C(C=C2C(C=C(OC12)SCC)=O)C 8-(1-aminoethyl)-2-ethylsulfanyl-6-methyl-chromen-4-one